(1S,4R,5R,7S)-3,4-dibenzyl-2-oxo-6,8-dioxa-3-azabicyclo[3.2.1]octane-7-carboxylic acid L-lysine Salt N[C@@H](CCCCN)C(=O)O.C(C1=CC=CC=C1)N1C([C@@H]2[C@H](O[C@H]([C@H]1CC1=CC=CC=C1)O2)C(=O)O)=O